2-(4-((4-(2-(2,6-dioxopiperidin-3-yl)-1-oxoisoindolin-5-yl)piperidin-1-yl)methyl)phenyl)acetonitrile O=C1NC(CCC1N1C(C2=CC=C(C=C2C1)C1CCN(CC1)CC1=CC=C(C=C1)CC#N)=O)=O